2,3,5-triphenyl-4-imidazolidinethione C1(=CC=CC=C1)C1NC(C(N1C1=CC=CC=C1)=S)C1=CC=CC=C1